pentamethylcyclopentadienyl-(1-methyl-3,6,7,8-tetrahydro-as-indacenyl)hafnium CC1=C(C(=C(C1([Hf]C1=C(C2=C3CCCC3=CC=C2C1)C)C)C)C)C